Triphenyliodonium C1(=CC=CC=C1)[IH+](C1=CC=CC=C1)C1=CC=CC=C1